ClC1=C(C=C(C=C1)OC)C=1C=CC(N(C1C1=C(C=CC=C1F)F)CC)=O 5-(2-chloro-5-methoxyphenyl)-6-(2,6-difluorophenyl)-1-ethylpyridin-2(1H)-one